FC(OC=1C=C(C=CC1)NC1=NC=C(C=N1)B1OC(C(O1)(C)C)(C)C)F N-[3-(difluoro-methoxy)phenyl]-5-(4,4,5,5-tetramethyl-1,3,2-dioxaborolan-2-yl)pyrimidin-2-amine